N-(3-(dimethylamino)propyl)-4-(4,4,5,5-tetramethyl-1,3,2-dioxaborolan-2-yl)benzamide CN(CCCNC(C1=CC=C(C=C1)B1OC(C(O1)(C)C)(C)C)=O)C